Isobutyl (E)-2-cyano-3-(1-(2-(trifluoromethyl)benzyl)-1H-pyrrolo[2,3-b]pyridin-3-yl)acrylate C(#N)/C(/C(=O)OCC(C)C)=C\C1=CN(C2=NC=CC=C21)CC2=C(C=CC=C2)C(F)(F)F